[I-].CN(C=1C=C2C=CC(=NC2=CC1)C=CC1=CC=[N+](C=C1)C)C 4-(2-(6-(dimethylamino)quinolin-2-yl)vinyl)-1-methylpyridin-1-ium iodide